(2R,3S)-2-(3-(6-bromo-7-fluoro-1H-benzo[d]imidazol-1-yl)propyl)piperidin-3-ol BrC=1C=CC2=C(N(C=N2)CCC[C@H]2NCCC[C@@H]2O)C1F